C1CCN([C@@H](C1)C(=O)O)C(=O)OCC2C3=CC=CC=C3C4=CC=CC=C24 Fmoc-L-Pipecolic acid